FC(C=1C=C(N)C=C(C1C(F)(F)F)C(F)(F)F)(F)F 3,4,5-tris(trifluoromethyl)aniline